N-[3-[(3,4-dihydroxybenzoyl)amino]-2-[[(3,4-dihydroxybenzoyl)amino]methyl]-2-methyl-propyl]-3,4-dihydroxy-benzamide OC=1C=C(C(=O)NCC(CNC(C2=CC(=C(C=C2)O)O)=O)(C)CNC(C2=CC(=C(C=C2)O)O)=O)C=CC1O